(2,2-difluorocyclopropyl)(4-((R)-3-methylmorpholino)-2-(1H-pyrazol-3-yl)-2,6,8,9-tetrahydro-7H-1,2,3,7-tetraazabenzo[cd]azulen-7-yl)methanone FC1(C(C1)C(=O)N1CC=2C3=C(N(N=C3CC1)C1=NNC=C1)N=C(C2)N2[C@@H](COCC2)C)F